(S)-N-((R)-2-(difluoromethoxy)-1-(3-(trifluoromethoxy)phenyl)ethyl)-3-(1-fluorocyclopropyl)-3-hydroxybutanamide FC(OC[C@@H](C1=CC(=CC=C1)OC(F)(F)F)NC(C[C@](C)(O)C1(CC1)F)=O)F